(S)-5-methyl-N-(3-(1-((3-methyl-1-(1-methyl-1H-pyrazol-4-yl)-1H-pyrazolo[3,4-c]pyridin-4-yl)amino)ethyl)phenyl)nicotinamide CC=1C=NC=C(C(=O)NC2=CC(=CC=C2)[C@H](C)NC2=C3C(=CN=C2)N(N=C3C)C=3C=NN(C3)C)C1